NC1=NN(C(=C1)C1=CC(=C(C#N)C=C1)F)C1=CC=C(C=C1)C=1C=NN(C1)C 4-(3-amino-1-(4-(1-methyl-1H-pyrazol-4-yl)phenyl)-1H-pyrazol-5-yl)-2-fluorobenzonitrile